tert-butyl-3-(5-(2-bromoacetyl)thiophen-2-yl)azetidine C(C)(C)(C)N1CC(C1)C=1SC(=CC1)C(CBr)=O